4-(2-(2-benzyloxy-5-methoxyphenyl)-2-hydroxy-phenethyl)-pyridine C(C1=CC=CC=C1)OC1=C(C=C(C=C1)OC)C1(C(CCC2=CC=NC=C2)C=CC=C1)O